1,4-bis(4-amino-alpha,alpha-bistrifluoromethylbenzyl)benzene NC1=CC=C(C(C(F)(F)F)(C(F)(F)F)C2=CC=C(C=C2)C(C2=CC=C(C=C2)N)(C(F)(F)F)C(F)(F)F)C=C1